2-(3,7-diaza-bicyclo[4.2.0]octan-3-yl)-5-(4-chloro-2-methyl-2H-indazol-5-yl)-3-methyl-3,7-dihydro-4H-pyrrolo[2,3-d]pyrimidin-4-one C12CN(CCC2NC1)C=1N(C(C2=C(N1)NC=C2C2=C(C1=CN(N=C1C=C2)C)Cl)=O)C